N-Phenyl-1-naphthamide C1(=CC=CC=C1)NC(=O)C1=CC=CC2=CC=CC=C12